(5-cyanopyridin-2-yl)-4-hydroxy-1-(2-morpholinoethyl)-2-oxo-N-(spiro[3.3]hept-2-yl)-1,2-dihydro-1,8-naphthyridine-3-carboxamide C(#N)C=1C=CC(=NC1)C1=C2C(=C(C(N(C2=NC=C1)CCN1CCOCC1)=O)C(=O)NC1CC2(C1)CCC2)O